4-[5-(3-phenylpyrazol-1-yl)-2-(4-pyridyl)pyrazolo[1,5-a]pyrimidin-7-yl]morpholine C1(=CC=CC=C1)C1=NN(C=C1)C1=NC=2N(C(=C1)N1CCOCC1)N=C(C2)C2=CC=NC=C2